C(CC)(=O)OC1COC(C1(C)F)N1C(NC(C=C1)=O)=O 5-(2,4-dioxo-3,4-dihydropyrimidin-1(2H)-yl)-4-fluoro-4-methyltetrahydrofuran-3-yl propionate